3-chloro-2-(3-(2-(1-(2-((2-methoxypyrimidin-5-yl)oxy)acetyl)piperidin-4-yl)thiazol-4-yl)-4,5-dihydroisoxazol-5-yl)phenyl methanesulfonate CS(=O)(=O)OC1=C(C(=CC=C1)Cl)C1CC(=NO1)C=1N=C(SC1)C1CCN(CC1)C(COC=1C=NC(=NC1)OC)=O